CC(C(=O)OCCC1=CC=C(C=C1)C(C)(C)C)(CC1C(NCC1)=O)NC([C@H](CC(C)C)NC(=O)C=1NC2=CC=CC(=C2C1)F)=O 2-(4-tertiary butyl-phenyl)ethanol methyl-2-[(2S)-2-[(4-fluoro-1H-indol-2-yl)formamido]-4-methylpentanamido]-3-(2-oxopyrrolidin-3-yl)propanoate